C(=O)(O)CN(CC(=O)O)CC(=O)O N-(1-carboxymethyl)iminodiacetic acid